benzyl ((2S,3S)-3-((tertbutyldimethylsilyl)oxy)-5-hydroxypentan-2-yl)carbamate C(C)(C)(C)[Si](O[C@H]([C@H](C)NC(OCC1=CC=CC=C1)=O)CCO)(C)C